C(#N)N1[C@H]2[C@@H](C[C@@H]1CC2)NC(=O)C=2C=C1C=NN(C1=CC2)C2=NC(=CC(=C2)C#N)C N-((1R,2R,4S)-7-cyano-7-azabicyclo[2.2.1]heptan-2-yl)-1-(4-cyano-6-methyl-2-pyridinyl)-1H-indazole-5-carboxamide